FC(C(F)(F)F)(OP1(OC(CO1)F)=O)F 2-pentafluoroethoxy-5-fluoro-1,3,2-dioxaphospholane 2-oxide